2-[(4-bromophenyl)-hydroxy-methylene]propanedinitrile BrC1=CC=C(C=C1)C(=C(C#N)C#N)O